C(C)SSCCC1=C(C=CC=C1)F ethyl-[(2-fluorophenyl) ethyl] disulfide